δ-terpinene CC1=CCC(=C(C)C)CC1